O=C1N(CC=2C3=C(C=CC12)C=CC(=C3)C3=NC=CC=C3)CC(C(=O)NCCNC(OC(C)(C)C)=O)=C tert-butyl N-[2-[2-[[3-oxo-8-(2-pyridyl)-1H-benzo[e]isoindol-2-yl]methyl]prop-2-enoylamino]ethyl]carbamate